[2-[[(2R)-2-[[(2R)-2-amino-3-phenyl-propionyl]amino]-6-fluoro-hexanoyl]amino]hexanoyl]piperidine-4-carboxylic acid N[C@@H](C(=O)N[C@@H](C(=O)NC(C(=O)N1CCC(CC1)C(=O)O)CCCC)CCCCF)CC1=CC=CC=C1